CN1C(=NC2=C3CC[C@@H](N(C3=CC=C21)C(=O)OC)C)C(CC2=CC=CC=C2)C methyl (7S)-3,7-dimethyl-2-(1-phenylpropan-2-yl)-3,7,8,9-tetrahydro-6H-imidazo[4,5-f]quinoline-6-carboxylate